2-(4,7-dichloro-6-(4-(2-(6-hydroxy-2-azaspiro[3.3]heptan-2-yl)ethoxy)phenyl)-2H-indazol-2-yl)-2-((R)-6-fluoro-6,7-dihydro-5H-pyrrolo[1,2-c]imidazol-1-yl)-N-(thiazol-2-yl)acetamide ClC=1C2=CN(N=C2C(=C(C1)C1=CC=C(C=C1)OCCN1CC2(C1)CC(C2)O)Cl)C(C(=O)NC=2SC=CN2)C2=C1N(C=N2)C[C@@H](C1)F